10-Hydroxy-2-(4-(1-hydroxyethyl)phenyl)-7,7-dimethyl-5,12b-dihydro-1H,7H-chromeno[4,3-c][1,2,4]triazolo[1,2-a]Pyridazine OC=1C=CC2=C(C1)OC(C=1C2N2N(CC1)CN(C2)C2=CC=C(C=C2)C(C)O)(C)C